OC1C2(C(NC(C1(CNC2)C(=O)OC)C2=NC=CC=C2)C2=NC=CC=C2)C(=O)OC 9-hydroxy-1,5-bis(methoxycarbonyl)-2,4-di(pyridine-2-yl)-3,7-diazabicyclo[3.3.1]nonane